C(C)(C)(C)OC(=O)N1CCN(CC1)CC1=CC(=NC=C1)N 4-((2-aminopyridin-4-yl)methyl)piperazine-1-carboxylic acid tert-butyl ester